6-(4-[3-[(2R)-3-methoxy-2-[[6-oxo-5-(trifluoromethyl)-1,6-dihydropyridazin-4-yl]oxy]propoxy]propanoyl]piperazin-1-yl)pyridine-3-carbonitrile COC[C@H](COCCC(=O)N1CCN(CC1)C1=CC=C(C=N1)C#N)OC=1C=NNC(C1C(F)(F)F)=O